4-amino-N,1-dimethyl-N-((3S)-6-(3-pyridinyl)-2,3-dihydro-1-benzofuran-3-yl)-1H-pyrazolo[4,3-c]quinoline-8-carboxamide NC1=NC=2C=CC(=CC2C2=C1C=NN2C)C(=O)N([C@@H]2COC1=C2C=CC(=C1)C=1C=NC=CC1)C